4-[4-[3-(butane-2-sulfonylamino)-2-fluorophenyl]-5-(2-chloropyrimidin-4-yl)-thiazol-2-yl]-piperidine-1-carboxylic acid tert-butyl ester C(C)(C)(C)OC(=O)N1CCC(CC1)C=1SC(=C(N1)C1=C(C(=CC=C1)NS(=O)(=O)C(C)CC)F)C1=NC(=NC=C1)Cl